1-(4-bromobutoxy)-3,5-dimethoxybenzene BrCCCCOC1=CC(=CC(=C1)OC)OC